n-hexyl-3-methylimidazolium phosphate P(=O)([O-])([O-])[O-].C(CCCCC)C=1NC=C[N+]1C.C(CCCCC)C=1NC=C[N+]1C.C(CCCCC)C=1NC=C[N+]1C